C(#N)C1(COCC1F)N1CCC(CC1)C=1C=C2C=C(N=CC2=CC1C)C1(C(C1)C1=NC=CC=C1)C(=O)N (6-(1-(3-cyano-4-fluorotetrahydrofuran-3-yl)piperidin-4-yl)-7-methylisoquinolin-3-yl)-2-(pyridin-2-yl)cyclopropane-1-carboxamide